COC(C1=C(C=C(C=C1)C(=O)N1CC2(C1)CNC2)C#CCN2C(C1=CC=CC=C1C2=O)=O)=O methyl-2-(3-(1,3-dioxoisoindolin-2-yl)prop-1-yn-1-yl)-4-(2,6-diazaspiro[3.3]heptane-2-carbonyl)benzoate